(S)-1-(Toluene-4-sulfonyl)-pyrrolidine-2-carboxylic acid (4,4-difluoro-cyclohexyl)-(4-fluoro-benzothiazol-5-ylmethyl)-amide FC1(CCC(CC1)N(C(=O)[C@H]1N(CCC1)S(=O)(=O)C1=CC=C(C)C=C1)CC=1C=CC2=C(N=CS2)C1F)F